C1(CCCC1)OC1=NC=2N(C=C1C(=O)NC1=NN(C=C1)C)C=C(N2)[C@@]21CO[C@@](CC2)(C1)C 7-(cyclopentyloxy)-N-(1-methyl-1H-pyrazol-3-yl)-2-((1S,4R)-1-methyl-2-oxabicyclo[2.2.1]heptan-4-yl)imidazo[1,2-a]pyrimidine-6-carboxamide